ClCC(C=1SC(=C(C1)Br)Br)C(=O)C(CCl)C=1SC(=C(C1)Br)Br 2-chloro-1-(4,5-dibromothiophen-2-yl)-ethyl ketone